OC[C@H](C(C)(C)C)NC(=O)C=1C=2C[C@@H]3[C@H](C2N(N1)C1CCOCC1)C3 (1aR,5aR)-2-(Tetrahydro-pyran-4-yl)-1a,2,5,5a-tetrahydro-1H-2,3-diaza-cyclopropa[a]pentalene-4-carboxylic acid ((S)-1-hydroxymethyl-2,2-dimethyl-propyl)-amide